N1NCCC1 tetrahydro-5H-pyrazol